ClC1=CC2=C(C=C3N2C(=NN(C3=O)CC(=O)N[C@H]3CN(CCC3)C)C3CC3)S1 (R)-2-(2-Chloro-5-cyclopropyl-8-oxothieno[2',3':4,5]pyrrolo[1,2-d][1,2,4]triazin-7(8H)-yl)-N-(1-methylpiperidin-3-yl)acetamide